5-methyl-4-(6-{[3-(1-methylethyl)phenyl]oxy}-3-pyridyl)-2,4-dihydro-3H-1,2,4-triazol-3-one CC=1N(C(NN1)=O)C=1C=NC(=CC1)OC1=CC(=CC=C1)C(C)C